C(CCCCCCCCCCCCCCCCC)(=O)OCCCCCCCCCC decanyl stearate